C1(=CC=CC=C1)NC(C)=C1C(NC(C1=O)CC1=CC=CC=C1)=O 3-[1-(phenylamino)ethylidene]-5-(phenylmethyl)-2,4-pyrrolidinedione